5-((2-ethyl-4-fluorophenyl)-amino)-2-(tri-fluoromethyl)isonicotinic acid C(C)C1=C(C=CC(=C1)F)NC1=CN=C(C=C1C(=O)O)C(F)(F)F